NC1=CC(=C(C=C1)N1CCC(CC1)CN1CCC(CC1)SCC1=NC2=CC(=CC(=C2C(N1)=O)F)OCC1CC1)F 2-(((1-((1-(4-amino-2-fluorophenyl)piperidin-4-yl)methyl)piperidin-4-yl)thio)methyl)-7-(cyclopropylmethoxy)-5-fluoroquinazolin-4(3H)-one